methyl 4-acetoxy-2-oxo-6-phenyl-1,2-dihydropyridine-3-carboxylate C(C)(=O)OC1=C(C(NC(=C1)C1=CC=CC=C1)=O)C(=O)OC